2,6-dimethoxy-N-(8'-methoxy-4'H-spiro[cyclobutane-1,5'-naphtho[2,1-d]isoxazol]-3'-yl)benzenesulfonamide COC1=C(C(=CC=C1)OC)S(=O)(=O)NC1=NOC2=C1CC1(C3=CC=C(C=C32)OC)CCC1